C(C1=CC=CC=C1)OC1=C2C=C(N(C2=CC(=C1F)F)C)C(=O)O 4-(Benzyloxy)-5,6-difluoro-1-methyl-1H-indole-2-carboxylic Acid